COC([C@H](C(C)C)N(C(=O)[C@@H]1CN(CC1)C(=O)OCC1=CC=CC=C1)C)=O benzyl (S)-3-(((S)-1-methoxy-3-methyl-1-oxobutan-2-yl)(methyl)carbamoyl)pyrrolidine-1-carboxylate